C1(CC1)C=1NC(=NN1)C(N1C[C@@H](N(C[C@H]1C)C(=O)OC(C)(C)C)C)C1=CC=C(C=C1)F tert-butyl (2S,5R)-4-((5-cyclopropyl-4H-1,2,4-triazol-3-yl)(4-fluorophenyl)methyl)-2,5-dimethylpiperazine-1-carboxylate